3-(1H-[1,2,3]triazolo[4,5-b]pyridin-5-yl)-N-(4-(4-chloro-3-(hydroxymethyl)butoxy)phenyl)benzamide N1N=NC2=NC(=CC=C21)C=2C=C(C(=O)NC1=CC=C(C=C1)OCCC(CCl)CO)C=CC2